hydroxypropyl-N-(4-(1-isopropyl-1H-pyrazol-4-yl)5-fluoropyrimidin-2-yl)-1,2,3,4-tetrahydroisoquinolin-6-amine OCCCC1NCCC2=CC(=CC=C12)NC1=NC=C(C(=N1)C=1C=NN(C1)C(C)C)F